(R)-2-fluoro-4-(Oxopropan-2-ylmethoxy)benzoic acid methyl ester COC(C1=C(C=C(C=C1)OC[C@@H](C)C=O)F)=O